1-Isothiocyanato-5-(methylsulfinyl)-pentane N(=C=S)CCCCCS(=O)C